ethyl 11-isopropyl-10-oxo-1,9-diazatricyclo[6.3.1.04,12]dodeca-2,4,6,8(12)-tetraene-2-carboxylate C(C)(C)C1C(NC=2C=CC=C3C=C(N1C32)C(=O)OCC)=O